IC=1C=CC(=C(C1)NC(C1=C(C=C(C=C1C)OCCC1=CC=CC=C1)C)=O)C(F)(F)F N-[5-iodo-2-(trifluoromethyl)phenyl]-2,6-dimethyl-4-(2-phenylethoxy)benzamide